NCCC(CN1CCNCC1)N N-[(2-Aminoethyl)2-aminoethyl]piperazine